CC(=O)CC Methyl-ethylketon